C(CCCCCCC(CCC)O)O 1,8-undecanediol